BrC=1C(=CC=C2C=C(C=C(C12)C1=C(C=2N=C(N=C(C2C=N1)N1CC2(CC(N2)=O)CCC1)OC[C@]12CCCN2C[C@@H](C1)F)F)O)F 6-(7-(8-bromo-7-fluoro-3-hydroxynaphthalen-1-yl)-8-fluoro-2-(((2R,7aS)-2-fluorohexahydro-1H-pyrrolizin-7a-yl)methoxy)pyrido[4,3-d]pyrimidin-4-yl)-1,6-diazaspiro[3.5]nonan-2-one